[I-].FC1CCN(CC1)C1=CC=C(C=CC=2SC3=C([N+]2C)C=CC=C3)C=C1 2-(4-(4-fluoropiperidin-1-yl)styryl)-3-methylbenzo[d]thiazol-3-ium iodide